N1C[C@H](CCC1)NC1=NC=C(C(=N1)C=1C=C(NC1)C(=O)OCC)C(F)(F)F ethyl 4-(2-{[(3S)-piperidin-3-yl]amino}-5-(trifluoromethyl)pyrimidin-4-yl)-1H-pyrrole-2-carboxylate